N-[2-(1S,2R)-[1,1'-bi-cyclopropyl]-2-ylphenyl]-3-(difluoromethyl)-1-methyl-1H-pyrazole-4-carboxamide [C@@H]1([C@@H](C1)C1=C(C=CC=C1)NC(=O)C=1C(=NN(C1)C)C(F)F)C1CC1